5-(4-(((2S,6S)-6-(methoxymethyl)-6-methyl-1,4-dioxan-2-yl)methoxy)phenyl)-2-oxo-6-(trifluoromethyl)-1,2-dihydropyridine-3-carboxamide COC[C@]1(COC[C@H](O1)COC1=CC=C(C=C1)C=1C=C(C(NC1C(F)(F)F)=O)C(=O)N)C